5-{6-[2-(3-Bromo-4-methoxy-phenyl)-ethylamino]-pyrimidin-4-yl}-3-ethoxy-thiophene BrC=1C=C(C=CC1OC)CCNC1=CC(=NC=N1)C1=CC(=CS1)OCC